3-methoxybenzene-1,2-diamine COC1=C(C(=CC=C1)N)N